Phenyl-trin-butoxysilan C1(=CC=CC=C1)[Si](OCCCC)(OCCCC)OCCCC